D-Ribose-1-13C O=[13CH][C@H](O)[C@H](O)[C@H](O)CO